1-[(8aS)-6-Chloro-5-[2-(methylsulfonyl)phenyl]-8a,9,11,12-tetrahydropyrazino[2',1':3,4][1,4]oxazepino[5,6,7-de]quinazolin-10(8H)-yl]prop-2-en-1-one ClC1=C2C3=C(N=CN=C3C=C1C1=C(C=CC=C1)S(=O)(=O)C)N1[C@H](CO2)CN(CC1)C(C=C)=O